CC1=C(C(CCC1)(C)C)C=CC(C)=O 4-(2,6,6-Trimethylcyclohexen-1-yl)but-3-en-2-on